diethylene glycol mono-methacrylate C(C(=C)C)(=O)OCCOCCO